CN1C(=C2OCC3C(NS(C2=C1)(=O)=O)CN(C3)C=3OC(=NN3)C)C(=O)NC3=CC(=C(C(=C3)F)F)F 7-methyl-2-(5-methyl-1,3,4-oxadiazol-2-yl)-N-(3,4,5-trifluorophenyl)-2,3,3a,4,10,10a-hexahydro-1H,7H-dipyrrolo[3,4-b:3',4'-f][1,4,5]oxathiazocine-8-carboxamide 5,5-dioxide